OC1CN=C(NC1)C1=C(OCC=2C=C(C#N)C=CC2)C=C(C=C1)OCC=1C(=C(C=CC1)C1=CC=CC=C1)C 3-((2-(5-hydroxy-1,4,5,6-tetrahydropyrimidin-2-yl)-5-((2-methyl-[1,1'-biphenyl]-3-yl)methoxy)phenoxy)methyl)benzonitrile